OCC=1C=C(C=CC1)C1(COC1)CC(=O)O 2-(3-(3-(hydroxymethyl)phenyl)oxetan-3-yl)acetic acid